4-[3-[1-[9-[4-[4-[3-[3-amino-6-(2-hydroxyphenyl)pyridazin-4-yl]oxy-1-piperidyl]phenyl]piperazin-1-yl]nonyl]triazol-4-yl]propylamino]-2-(2,6-dioxo-3-piperidyl)isoindoline-1,3-dione NC=1N=NC(=CC1OC1CN(CCC1)C1=CC=C(C=C1)N1CCN(CC1)CCCCCCCCCN1N=NC(=C1)CCCNC1=C2C(N(C(C2=CC=C1)=O)C1C(NC(CC1)=O)=O)=O)C1=C(C=CC=C1)O